ClC=1C(=NC=C(C1)Cl)/C=C/C=1C=CC(=C(C1)O)C(C)C (E)-5-[2-(3,5-dichloropyridin-2-yl)vinyl]-2-isopropylphenol